(2S,3R)-3-phenylazetidine-2-carboxylic acid ethyl ester C(C)OC(=O)[C@H]1NC[C@H]1C1=CC=CC=C1